FC1=CC=C(C(=N1)C)C=1C(=CNC1C)C(=O)O 4-(6-fluoro-2-methylpyridin-3-yl)-5-methyl-1H-pyrrole-3-carboxylic acid